N1=C(C=CC=C1N)C1=NC(=CC=C1)N bipyridine-6,6'-diamine